((2S,6R)-6-(2-isobutyramido-6-oxo-1,6-dihydro-9H-purin-9-yl)-4-tritylmorpholin-2-yl)methyl (R)-dimethylphosphoramidochloridate CN([P@](OC[C@@H]1CN(C[C@@H](O1)N1C=2N=C(NC(C2N=C1)=O)NC(C(C)C)=O)C(C1=CC=CC=C1)(C1=CC=CC=C1)C1=CC=CC=C1)(=O)Cl)C